(3R)-4-amino-N-cyclopropyl-3-methyl-N-((5-(trifluoromethyl)-2-pyridinyl)methyl)-1,3-dihydrofuro[3,4-c][1,7]naphthyridine-8-carboxamide NC1=NC=2C=NC(=CC2C2=C1[C@H](OC2)C)C(=O)N(CC2=NC=C(C=C2)C(F)(F)F)C2CC2